ClC=1C=C(C=CC1)C(C(C(C)C)OC(N[C@H](C(N[C@H](C=O)C[C@H]1C(NCC1)=O)=O)CC1=CC=CC=C1)=O)(F)F ((S)-1-oxo-1-(((S)-1-oxo-3-((S)-2-oxopyrrolidin-3-yl)propan-2-yl)amino)-3-phenylpropane-2-yl)carbamic acid 1-(3-chlorophenyl)-1,1-difluoro-3-methylbutan-2-yl ester